FC1=CC=C(C=C1)NC(=O)N1CC2=C(CC1)C=C(S2)C2=NOC(=N2)C(F)(F)F N-(4-fluorophenyl)-2-(5-(trifluoromethyl)-1,2,4-oxadiazol-3-yl)-4,7-dihydrothieno[2,3-c]pyridine-6(5H)-carboxamide